C(CCC)OC=1C(C(=O)[O-])=CC=CC1 n-butylsalicylate